acryloyltrimethyl-ethoxysilane C(C=C)(=O)C(C)O[Si](C)(C)C